Cl.N1=CNC2=NC=CC(=C21)C=2C=NN(C2)C2=CC=C(C=N2)CC#N 2-(6-(4-(3H-imidazo[4,5-b]pyridin-7-yl)-1H-pyrazol-1-yl)pyridin-3-yl)acetonitrile hydrochloride